S(=O)(=O)(O)CCC[K].C(C(=C)C)(=O)O methacrylic acid-3-sulfopropyl-potassium salt